C(CCCCCCCCCCCCC)OC([C@@H]1[C@H]([C@@H]([C@H]([C@H](O)O1)O)O)O)=O β-D-glucuronic acid tetradecyl ester